4,7-bis(5-bromothien-2-yl)-5,6-difluoro-2-(2-hexyldecyl)-2H-benzo[d][1,2,3]Triazole BrC1=CC=C(S1)C1=C(C(=C(C2=NN(N=C21)CC(CCCCCCCC)CCCCCC)C=2SC(=CC2)Br)F)F